CC1=C(C2=C(N=CN=C2NC2(CC2)C)O1)C(=O)NCC=1C=NC(=NC1)C 6-methyl-4-[(1-methylcyclopropyl)amino]-N-[(2-methylpyrimidin-5-yl)methyl]furo[2,3-d]pyrimidine-5-carboxamide